NC1=C(C(=NC(=C1F)C1=CC=C2C=CNC2=C1F)C(=O)O)Cl.ClC=1C=CC(=C(C(=O)N)C1)C1=C2CN(CC2=CC=C1)C#N 5-chloro-2-(2-cyanoisoindolin-4-yl)benzamide 4-amino-3-chloro-5-fluoro-6-(7-fluoro-1H-indol-6-yl)pyridine-2-carboxylate